ClC=1N=C(SC1C=O)NC(OCCCC)=O butyl 4-chloro-5-formylthiazol-2-ylcarbamate